[Si](C)(C)(C(C)(C)C)OC(C)(C)C1=CC=C(C=N1)CO (6-(2-((tert-butyldimethylsilyl)oxy)propan-2-yl)pyridin-3-yl)methanol